1,4,5,7-tetrahydropyrano[3,4-c]Pyrazole-3-carboxamide N1N=C(C2=C1COCC2)C(=O)N